[3-[7-ethenyl-2-(methylamino)pyrido[2,3-d]pyrimidin-6-yl]-4-methylphenyl]-2-(trifluoromethyl)pyridine-4-carboxamide C(=C)C=1C(=CC2=C(N=C(N=C2)NC)N1)C=1C=C(C=CC1C)C=1C(=NC=CC1C(=O)N)C(F)(F)F